OC1=CC2=C(OC3(CCCC3)OC2=O)C=C1 6-hydroxy-4H-spiro[benzo[d][1,3]dioxine-2,1'-cyclopentane]-4-one